2-[4-(2-hydroxyethoxy)-phenyl]-2-hydroxy-1-methyl-propan-1-one OCCOC1=CC=C(C=C1)C(C(=O)C)(C)O